2-(((6aR,8R,9R,9aR)-8-(3-Benzoyl-2,4-dioxo-3,4-dihydropyrimidin-1(2H)-yl)-2,2,4,4-tetraisopropyltetrahydro-6H-furo[3,2-f][1,3,5,2,4]trioxadisilocin-9-yl)oxy)acetic acid C(C1=CC=CC=C1)(=O)N1C(N(C=CC1=O)[C@H]1[C@@H]([C@@H]2O[Si](O[Si](OC[C@H]2O1)(C(C)C)C(C)C)(C(C)C)C(C)C)OCC(=O)O)=O